7-cyclopentyl-2-((5-(4-((3-(2,6-dioxopiperidin-3-yl)benzyl)(methyl)amino)piperidin-1-yl)pyridin-2-yl)amino)-N,N-dimethyl-7H-pyrrolo[2,3-d]pyrimidine-6-carboxamide C1(CCCC1)N1C(=CC2=C1N=C(N=C2)NC2=NC=C(C=C2)N2CCC(CC2)N(C)CC2=CC(=CC=C2)C2C(NC(CC2)=O)=O)C(=O)N(C)C